FC12CC(C1)(C2)CN(C(OC(C)(C)C)=O)CC=2C=CC=1N(C2)C=C(N1)CNC(=O)C=1C(=NC=C(C1)N1CCCC1)F tert-butyl N-[(3-fluoro-1-bicyclo[1.1.1]pentyl)methyl]-N-[[2-[[(2-fluoro-5-pyrrolidine-1-yl-pyridin-3-carbonyl)amino]methyl]imidazo[1,2-a]pyridin-6-yl]methyl]carbamate